C(C1=CC=CC=C1)(=O)NC(=S)NC1=NC=C(C=C1)Cl 1-benzoyl-3-(5-chloropyridin-2-yl)thiourea